N-(4-((dimethylamino)methyl)phenyl)-6-(6-(4-methoxypyridin-3-yl)-4-methyl-1H-pyrazolo[4,3-c]pyridin-1-yl)-4-((2R,3S)-2-methyl-3-((methylsulfonyl)methyl)azetidin-1-yl)pyridin-2-amine CN(C)CC1=CC=C(C=C1)NC1=NC(=CC(=C1)N1[C@@H]([C@H](C1)CS(=O)(=O)C)C)N1N=CC=2C(=NC(=CC21)C=2C=NC=CC2OC)C